OC1=C(C=CC=C1)C(C=CC1=CC(=C(C=C1)OC)CN1CCOCC1)=O 1-(2-Hydroxyphenyl)-3-[4-methoxy-3-(morpholin-4-ylmethyl)phenyl]prop-2-en-1-one